COC=1C=C(CN(C=2SC=CN2)CC2=CC(=CC=C2)OC)C=CC1 N,N-bis(3-methoxybenzyl)thiazol-2-amine